CC1=CC=C(O1)C1=NN2C(N=C(N=C2N)S(=O)(=O)C)=N1 2-(5-methylfuran-2-yl)-5-(methylsulfonyl)-[1,2,4]triazolo[1,5-a][1,3,5]triazine-7-amine